(S)-N-(4-aminobutyl)-2-(4-(4-chlorophenyl)-2,3,9-trimethyl-6H-thieno[3,2-f][1,2,4]triazolo[4,3-a][1,4]diazepin-6-yl)acetamide 2,2,2-trifluoroacetic acid salt FC(C(=O)O)(F)F.NCCCCNC(C[C@H]1C=2N(C3=C(C(=N1)C1=CC=C(C=C1)Cl)C(=C(S3)C)C)C(=NN2)C)=O